2,2-dipropylvaleronitrile C(CC)C(C#N)(CCC)CCC